[Si](C)(C)(C(C)(C)C)OCC=1C=C(C(=C2C=CN=CC12)CC(=O)OCC)F ethyl 2-(8-(((tert-butyldimethylsilyl)oxy)methyl)-6-fluoroisoquinolin-5-yl)acetate